tert-butyl (S)-2-(((benzyloxy)carbonyl)amino)-4-(((R)-2-methoxypropyl)(4-(5,6,7,8-tetrahydro-1,8-naphthyridin-2-yl)butyl)amino)butanoate C(C1=CC=CC=C1)OC(=O)N[C@H](C(=O)OC(C)(C)C)CCN(CCCCC1=NC=2NCCCC2C=C1)C[C@@H](C)OC